Cl.CC1=CC(=CC(N1CCN1C(NC2(C1=O)CN(CC2)C2=NC=CC=N2)=O)=O)N2C(C(CC2)(C2=CC=CC=C2)C)=O 3-(2-(6-methyl-4-(3-methyl-2-oxo-3-phenylpyrrolidin-1-yl)-2-oxopyridin-1(2H)-yl)ethyl)-7-(pyrimidin-2-yl)-1,3,7-triazaspiro[4.4]nonane-2,4-dione hydrochloride